1-benzyl-4-(2,5-difluorophenyl)-1H-pyrrole-2-carbaldehyde C(C1=CC=CC=C1)N1C(=CC(=C1)C1=C(C=CC(=C1)F)F)C=O